CN(CCN)CCCCCCCC N-methyl-N-octyl-1,2-diaminoethane